5-(5-(3,5-dichloro-4-fluorophenyl)-5-(trifluoromethyl)-4,5-dihydroisoxazol-3-yl)-N-(thiazol-2-ylmethyl)-5,6-dihydro-4H-thieno[2,3-c]pyrrole-2-carboxamide ClC=1C=C(C=C(C1F)Cl)C1(CC(=NO1)N1CC2=C(C1)C=C(S2)C(=O)NCC=2SC=CN2)C(F)(F)F